CC1(N(C(=C(C(=C1C(=O)O)C(=O)O)O)C)C)CCC1=CC=C(C=C1)OC.COC(=O)C=1C(=NC(=C(C1C(=O)OC)O)C)CCC1=CC=C(C=C1)OC 5-hydroxy-2-(4-methoxyphenylethyl)-6-methylpyridine-3,4-dicarboxylic acid Dimethyl ester (Dimethyl 5-hydroxy-2-(4-methoxyphenethyl)-6-methylpyridine-3,4-dicarboxylate)